4-(2-(2-Ethylpiperidin-1-yl)-6-(pyrrolidin-1-yl)pyrimidin-4-ylamino)benzoic acid C(C)C1N(CCCC1)C1=NC(=CC(=N1)NC1=CC=C(C(=O)O)C=C1)N1CCCC1